O=C1NC2(CN(C2)C(=O)OC2CC(C2)OC2=C(C=C(C=C2)Cl)F)CO1 3-(4-chloro-2-fluorophenoxy)cyclobutyl 6-oxo-7-oxa-2,5-diazaspiro[3.4]octane-2-carboxylate